[C@@H]12OC[C@@H](N(C1)S(=O)(=O)NC(=O)C1=CC(=C(C(=O)O)C=C1N(C)C)F)C2 4-((((1S,4S)-2-oxa-5-azabicyclo[2.2.1]heptan-5-yl)sulfonyl)carbamoyl)-5-(dimethylamino)-2-fluorobenzoic acid